N-epsilon-tetradecyloxycarbonyl-L-lysine CCCCC(CCCCCCCCC)OC(=O)N[C@@H](CCCCN)C(=O)O